C(#N)C1=C(COC2=C(C=C(C=C2)NC(=O)C=2C=C3C=NNC3=CC2)N2N=NN=C2)C=CC=C1 N-(4-((2-cyanobenzyl)oxy)-3-(1H-tetrazol-1-yl)phenyl)-1H-indazole-5-carboxamide